FC1(CCC(CC1)CNC=1N=CC2=C(N1)NC=C2C2=CC=1N(C=C2)N=CC1C(=O)N1CCCCC1)F (5-(2-(((4,4-difluorocyclohexyl)methyl)amino)-7H-pyrrolo[2,3-d]pyrimidin-5-yl)pyrazolo[1,5-a]pyridin-3-yl)(piperidin-1-yl)methanone